3-acetyl-6-chloro-4-(4-methoxyphenyl)-1H-quinolin-2-one C(C)(=O)C=1C(NC2=CC=C(C=C2C1C1=CC=C(C=C1)OC)Cl)=O